1-ethyl-5-methyl-pyrazol C(C)N1N=CC=C1C